COC1=C(C=CC(=C1)N1CCOCC1)NC1=NC(=C2C(=N1)NN=C2C=2C=NNC2)NC2CCOCC2 N6-(2-methoxy-4-morpholinophenyl)-3-(1H-pyrazol-4-yl)-N4-(tetrahydro-2H-pyran-4-yl)-1H-pyrazolo[3,4-d]pyrimidine-4,6-diamine